2-hydroxy-3-(trifluoromethyl)benzaldehyde OC1=C(C=O)C=CC=C1C(F)(F)F